N1(C=NC=C1)CC(=O)C=1C=CC(=C(C1)N1C(=NC2=CC=CC=C2C1=O)CC1(CCN(CC1)C(=O)OC(C)(C)C)O)OC(C)C tert-Butyl 4-((3-(5-(2-(1H-imidazol-1-yl)acetyl)-2-isopropoxyphenyl)-4-oxo-3,4-dihydroquinazolin-2-yl)methyl)-4-hydroxypiperidine-1-carboxylate